COC(=O)C1=NC(=C(C(=C1)NC1=CC2=C(N(C(N2CCC(C(=O)OC)C)=O)C)C=C1)C#N)Cl 6-chloro-5-cyano-4-[[3-(4-methoxy-3-methyl-4-oxo-butyl)-1-methyl-2-oxo-benzoimidazol-5-yl]amino]pyridine-2-carboxylic acid methyl ester